[4-[2-[azepan-3-yl]-3H-imidazo[4,5-b]pyridin-7-yl]-1-piperidyl]-[4-(trifluoromethoxy)phenyl]methanone N1CC(CCCC1)C1=NC=2C(=NC=CC2C2CCN(CC2)C(=O)C2=CC=C(C=C2)OC(F)(F)F)N1